(2'-Hydroxy-3'-chloroacetylaminomethylene-5'-tert-butylphenyl)benzotriazole OC1C(=CC(=CC1=CNC(CCl)=O)C(C)(C)C)C1=CC=CC=2NN=NC21